COC1=NC=CC=C1CN1C(NC2=NC=C(C=C21)C2=CC(=CC=C2)C(F)(F)F)=O 1-[(2-methoxy-3-pyridyl)methyl]-6-[3-(trifluoromethyl)phenyl]-3H-imidazo[4,5-b]pyridin-2-one